2-(4-hydroxy-2-oxo-1-((2-oxo-3-phenyloxazolidin-5-yl)methyl)-1,2-dihydroquinoline-3-carboxamido)acetic acid OC1=C(C(N(C2=CC=CC=C12)CC1CN(C(O1)=O)C1=CC=CC=C1)=O)C(=O)NCC(=O)O